lithium methyl naphthalenedisulfonate C=1(C(=CC=C2C=CC=CC12)S(=O)(=O)[O-])S(=O)(=O)OC.[Li+]